FC(CN1[C@@H]2CN([C@H](C1)C2)C(=O)OC(C)(C)C)(F)F (1S,4S)-tert-Butyl 5-(2,2,2-trifluoroethyl)-2,5-diazabicyclo[2.2.1]heptane-2-carboxylate